NC(CCC1CCN(CC1)C(=O)OC(C)(C)C)C tert-butyl 4-(3-aminobutyl)piperidine-1-carboxylate